BrCC1=CC(=C2N=C(C(NC2=C1F)=O)C)C#CC1CC1 7-(bromomethyl)-5-(2-cyclopropylethynyl)-8-fluoro-3-methyl-1,2-dihydroquinoxalin-2-one